lithium aluminum lanthanum oxide [O-2].[La+3].[Al+3].[Li+]